Dimethyl-Benzyl-Carbinol Acetate C(C)(=O)OC(CC1=CC=CC=C1)(C)C